ethyl (2E)-3-{1-[(3S)-4-{[tert-butyl(dimethyl)silyl]oxy}-3-{[tert-butyl(diphenyl)silyl]oxy}butyl]-4-methyl-1H-benzotriazol-5-yl}prop-2-enoate [Si](C)(C)(C(C)(C)C)OC[C@H](CCN1N=NC2=C1C=CC(=C2C)/C=C/C(=O)OCC)O[Si](C2=CC=CC=C2)(C2=CC=CC=C2)C(C)(C)C